(S)-(5-(2-(2-aminopyridin-3-yl)-5-(cyclopropylamino)-3H-imidazo[4,5-b]pyridin-3-yl)-2,3-dihydro-1H-inden-1-yl)carbamate NC1=NC=CC=C1C1=NC=2C(=NC(=CC2)NC2CC2)N1C=1C=C2CC[C@@H](C2=CC1)NC([O-])=O